OCC(COCC(CO)(CO)CO)(CO)CO bis[2,2,2-tris(hydroxymethyl)ethyl] ether